ClC=1C(N(N=CC1NC[C@@H]1COCCC1)C1CCNCC1)=O (2R)-4-chloro-2-(4-piperidyl)-5-[[(3R)-tetrahydropyran-3-yl]methylamino]pyridazin-3-one